tert-butyl (E)-5-[tert-butyl(dimethyl)silyl]oxy-4-[[tert-butyl(dimethyl)silyl]oxymethyl]pent-2-enoate [Si](C)(C)(C(C)(C)C)OCC(/C=C/C(=O)OC(C)(C)C)CO[Si](C)(C)C(C)(C)C